N-(3-Methoxy-5-methylpyrazin-2-yl)-2-((3,3,6-trimethyl-1,3-dihydroisobenzofuran-5-yl)ethynyl)pyridine-3-sulfonamide COC=1C(=NC=C(N1)C)NS(=O)(=O)C=1C(=NC=CC1)C#CC=1C=C2C(OCC2=CC1C)(C)C